BrC1=C(C=C2[C@](NC=NC2=C1)(C(F)(F)F)C#CC1CC1)F (S)-7-bromo-4-(cyclopropylethynyl)-6-fluoro-4-(trifluoromethyl)-3,4-dihydroquinazolin